C1(=CC=CC=C1)C(CC(=O)C1=CC=CC=C1)=O.[Cr+3] chromium (III) 1,3-diphenyl-1,3-propanedione